3-chloro-5-((5-ethyl-1H-pyrazol-3-yl)amino)pyrazine-2-carbonitrile ClC=1C(=NC=C(N1)NC1=NNC(=C1)CC)C#N